silicon ammonia lithium salt [Li].N.[Si]